C1(=CC=CC=C1)S(=O)(=O)OC1=CC=C(C=C1)NC(=O)NC1=CC=C(C=C1)OS(=O)(=O)CC1=CC=CC=C1 N-[4-(phenylsulfonyloxy)phenyl]-N'-[4-(benzylsulfonyloxy)phenyl]urea